4-fluoro-1-isopropyl-1H-benzo[d]imidazol FC1=CC=CC=2N(C=NC21)C(C)C